O[C@@H](CN(C(C)=O)C)C1=CC=C(C=C1)OCCCSC=1SC(=NN1)C (R)-N-(2-Hydroxy-2-(4-(3-((5-methyl-1,3,4-thiadiazol-2-yl)thio)propoxy)phenyl)ethyl)-N-methyl-acetamide